ClC1=CC(=C(N=N1)N)C1=CC=C(C=C1)N1CCC(CC1)C(OC)OC 6-chloro-4-(4-(4-(dimethoxymethyl)piperidin-1-yl)phenyl)pyridazin-3-amine